FC=1C=C(C=CC1F)NC(=O)N1[C@H]2CN([C@@H](C1)C2)C2=CC=C(C=C2)OC (1R,4R)-N-(3,4-difluorophenyl)-5-(4-methoxyphenyl)-2,5-diazabicyclo[2.2.1]heptane-2-carboxamide